5-methyl-4-(4-phenoxybenzyl)-2-(4-(trifluoromethoxy)phenyl)oxazole CC1=C(N=C(O1)C1=CC=C(C=C1)OC(F)(F)F)CC1=CC=C(C=C1)OC1=CC=CC=C1